N-(4-((7-(2-(3,3-difluoroazetidin-1-yl)ethoxy)-6-methoxyquinolin-4-yl)oxy)-3-fluorophenyl)-5-(4-fluorophenyl)-6-oxo-2,3,5,6-tetrahydrofuro[3,2-c]pyridine-7-carboxamide FC1(CN(C1)CCOC1=C(C=C2C(=CC=NC2=C1)OC1=C(C=C(C=C1)NC(=O)C1=C2C(=CN(C1=O)C1=CC=C(C=C1)F)CCO2)F)OC)F